4-(phosphonoacetyl)-L-α-aminobutyrate P(=O)(O)(O)CC(=O)CC[C@@H](C(=O)[O-])N